8-(2-methylpyridin-4-yl)-3-methoxy-6-methyl-cinnoline CC1=NC=CC(=C1)C=1C=C(C=C2C=C(N=NC12)OC)C